NC1(CCN(CC1)C=1C=C(C2=C(N1)NN=C2C2=C(C(=CC=C2)Cl)Cl)O)C 6-(4-amino-4-methylpiperidin-1-yl)-3-(2,3-dichlorophenyl)-1H-pyrazolo[3,4-b]pyridin-4-ol